(R)-1-((S)-4-amino-8-(3-hydroxy-2,6-dimethylphenyl)pyrido[3,4-d]pyrimidin-6-yl)-3-methylpyrrolidin-3-ol NC=1C2=C(N=CN1)C(=NC(=C2)N2C[C@@](CC2)(O)C)C2=C(C(=CC=C2C)O)C